4-(2-((4-(2-(2-aminopyridin-3-yl)-5-morpholino-3H-imidazo[4,5-b]pyridin-3-yl)benzyl)amino)ethyl)-2-hydroxybenzaldehyde NC1=NC=CC=C1C1=NC=2C(=NC(=CC2)N2CCOCC2)N1C1=CC=C(CNCCC2=CC(=C(C=O)C=C2)O)C=C1